dodecyl-dimethyl-acryloyloxyethyl-ammonium chloride [Cl-].C(CCCCCCCCCCC)[N+](CCOC(C=C)=O)(C)C